tert-Butyl 2-((8-bromo-7-(2-(tert-butoxycarbonylamino)ethyl)-3-methyl-2,6-dioxo-2,3,6,7-tetrahydro-1H-purin-1-yl)methyl)-4-chloro-1H-indole-1-carboxylate BrC1=NC=2N(C(N(C(C2N1CCNC(=O)OC(C)(C)C)=O)CC=1N(C2=CC=CC(=C2C1)Cl)C(=O)OC(C)(C)C)=O)C